1-[(1S)-5-bromo-3,3-dimethyl-2,3-dihydro-1H-inden-1-yl]-4-(2-nitrobenzene-1-sulfonyl)piperazine BrC=1C=C2C(C[C@@H](C2=CC1)N1CCN(CC1)S(=O)(=O)C1=C(C=CC=C1)[N+](=O)[O-])(C)C